1-(3-((3,4-dimethylpyrimidino[4',5':4,5]thieno[2,3-c]pyridazin-8-yl)amino)azetidin-1-yl)ethan-1-one CC1=C(C2=C(N=N1)SC1=C2N=CN=C1NC1CN(C1)C(C)=O)C